tert-butyl 2-((4-chloro-2,6-difluorophenyl) methoxy)-3-cyano-6,8-dihydro-5H-1,7-naphthyridine-7-carboxylate ClC1=CC(=C(C(=C1)F)COC1=NC=2CN(CCC2C=C1C#N)C(=O)OC(C)(C)C)F